C(#N)[C@H](CC1=CC=C(C=C1)C=1C=CC2=C(N(C(O2)=O)C)C1)NC(=O)[C@H]1CNCCCCC1 (R)-N-((S)-1-cyano-2-(4-(3-methyl-2-oxo-2,3-dihydrobenzo[d]oxazol-5-yl)phenyl)ethyl)azocane-3-carboxamide